2-(4-bromo-3-(methoxymethyl)phenyl)-5-(difluoromethyl)-1,3,4-oxadiazole BrC1=C(C=C(C=C1)C=1OC(=NN1)C(F)F)COC